N-[[6-[2-(ethoxymethoxy)-4,6-bis(trifluoromethyl)phenyl]pyridazin-3-yl]methyl]tetrahydropyran-4-amine C(C)OCOC1=C(C(=CC(=C1)C(F)(F)F)C(F)(F)F)C1=CC=C(N=N1)CNC1CCOCC1